2,2'-bipyridine-4,4'-diformaldehyde N1=C(C=C(C=C1)C=O)C1=NC=CC(=C1)C=O